BrC1=CC2=C(N(C(=N2)[C@@H]2C[C@@H](CCC2)NC2=NC=C(C=N2)C(F)(F)F)C)C=C1 N-((1R,3S)-3-(5-Bromo-1-methyl-1H-benzo[d]imidazol-2-yl)cyclohexyl)-5-(trifluoromethyl)pyrimidin-2-amine